7-methoxy-imidazo[1,2-b]pyridazine COC1=CC=2N(N=C1)C=CN2